3-amino-5-chloro-4,6-dimethylfuro[2,3-b]Pyridine-2-carboxylic acid ethyl ester C(C)OC(=O)C1=C(C=2C(=NC(=C(C2C)Cl)C)O1)N